5-chloro-N-(5-chloro-6-(2H-1,2,3-triazol-2-yl)pyridin-3-yl)-2,4'-difluoro-2'-(hydroxyamino)-[1,1'-biphenyl]-4-carboxamide ClC=1C(=CC(=C(C1)C1=C(C=C(C=C1)F)NO)F)C(=O)NC=1C=NC(=C(C1)Cl)N1N=CC=N1